NC1=NN2C(N=CC=C2)=C1C(=O)NC(C)C=1C=C(C=2N(C1N1CCS(CC1)(=O)=N)C=NC2)Cl 2-Amino-N-(1-[8-chloro-5-(1-imino-1-oxidothio-morpholin-4-yl)imidazo[1,5-a]pyridin-6-yl]ethyl)pyrazolo-[1,5-a]pyrimidine-3-carboxamide